FC1(CCC(CC1)[C@H](NC(=O)C1=NON=C1C)C=1OC2=C(N1)C(=C(C=C2)CN2C(N[C@@H](C2)C(F)(F)F)=O)F)F N-((S)-(4,4-difluorocyclohexyl)(4-fluoro-5-(((S)-2-oxo-4-(trifluoromethyl)imidazolidin-1-yl)methyl)benzo[d]oxazol-2-yl)methyl)-4-methyl-1,2,5-oxadiazole-3-carboxamide